1-(9-ethyl-2-(3-(1-methyl-1H-pyrazol-3-yl)phenyl)-6-morpholino-9H-purin-8-yl)ethan-1-one C(C)N1C2=NC(=NC(=C2N=C1C(C)=O)N1CCOCC1)C1=CC(=CC=C1)C1=NN(C=C1)C